5-chloro-3-methoxy-1-(tetrahydro-2H-pyran-2-yl)-1H-pyrazolo[4,3-b]pyridine-7-carbaldehyde ClC1=CC(=C2C(=N1)C(=NN2C2OCCCC2)OC)C=O